N'-(tert-butyldimethylsilyl)-4-(2-hydroxypropan-2-yl)-5-methylthiazole-2-sulfonimidamide [Si](C)(C)(C(C)(C)C)N=S(=O)(N)C=1SC(=C(N1)C(C)(C)O)C